N1(CCNCC1)C=1C=CC(=NC1)C1C(NC(CC1)=O)=O 3-(5-(piperazin-1-yl)pyridin-2-yl)piperidine-2,6-dione